FC1=CC2=CN(N=C2C(=C1)C(=O)NC=1C=C(C=2N(C1)C=C(N2)C)F)C 5-fluoro-N-(8-fluoro-2-methyl-imidazo[1,2-a]pyridin-6-yl)-2-methyl-indazole-7-carboxamide